5-methoxy-2,6-dimethyl-3(2H)-pyridazinone COC1=CC(N(N=C1C)C)=O